NC1=CC(=NC=C1)NCC(C)(O)C 1-((4-aminopyridin-2-yl)amino)-2-methyl-2-propanol